OC=1C=C(C=CC1OC)C=CC(=O)C1=CC=C(OCC(=O)NC2=CC=CC=C2)C=C1 2-[4-[3-(3-Hydroxy-4-methoxyphenyl)prop-2-enoyl]phenoxy]-N-phenylacetamide